C(C)NC(=O)C1=CN(C2=NC=C(N=C21)N2CC(C2)CNC(OC(C)(C)C)=O)COCC[Si](C)(C)C tert-butyl {1-[7-(ethylcarbamoyl)-5-{[2-(trimethylsilyl)ethoxy]methyl}-5H-pyrrolo[2,3-b]pyrazin-2-yl]azetidin-3-yl}methylcarbamate